ClC1=CC(=C(C=C1)NC=O)F N-(4-chloro-2-fluorophenyl)carboxamide